5-(1-isobutylpiperidin-4-yl)-7-(4-methoxybenzyl)-4-oxa-7-azaspiro[2.5]octane C(C(C)C)N1CCC(CC1)C1OC2(CC2)CN(C1)CC1=CC=C(C=C1)OC